N-[3-cyano-6-methyl-4-(trifluoromethyl)pyridin-2-yl]-L-proline C(#N)C=1C(=NC(=CC1C(F)(F)F)C)N1[C@@H](CCC1)C(=O)O